CO[Si](CCCN1CN(CCC1)CCC[Si](OC)(OC)OC)(OC)OC 1,3-bis(3-(trimethoxysilyl)propyl)hexahydropyrimidine